BrC=1C=C2C(C(N(C2=CC1C(=O)OCC)C1CC1)=O)(C)COC ethyl 5-bromo-1-cyclopropyl-3-(methoxymethyl)-3-methyl-2-oxo-indoline-6-carboxylate